(S)-2,5-dihydro-1H-pyrrole-1,2-dicarboxylic acid di-tert-butyl ester C(C)(C)(C)OC(=O)N1[C@@H](C=CC1)C(=O)OC(C)(C)C